N-(2-(7-cyano-1'-((1s,4s)-4-isopropylcyclohexyl)-3-oxo-1H-spiro[isoquinoline-4,4'-piperidin]-2(3H)-yl)ethyl)aminosulfamide C(#N)C1=CC=C2C(=C1)CN(C(C21CCN(CC1)C1CCC(CC1)C(C)C)=O)CCNNS(=O)(=O)N